BrC=1C=C(C(=CC1)N)NCCOC(F)(F)F 4-bromo-N2-[2-(trifluoromethoxy)ethyl]Benzene-1,2-diamine